((3,4,5-trimethoxyphenyl)carbamoyl)picolinate COC=1C=C(C=C(C1OC)OC)NC(=O)OC(C1=NC=CC=C1)=O